C1=NC=CC2=CC=C(C=C12)/C=C/C(=O)OC(C)(C)C tert-Butyl (E)-3-(isoquinolin-7-yl)acrylate